O=C(CC(=O)OCC)CC1=CC=CC=C1 ethyl 3-oxo-4-phenylbutanoate